C[C@H]1NC(C2(C1)NC(COC2)=O)CC=2C(=C(C=CC2)C2=CC(=CC(=C2)F)F)F (3R)-3-methyl-1-({2,3',5'-trifluoro-[1,1'-biphenyl]-3-yl}methyl)-9-oxa-2,6-diazaspiro[4.5]decan-7-one